FC(C1=NC=CC(=C1)C1=NC=C(C(=C1)C)O[C@@H](C(CC(C)C)C)N)F (S)-1-((2'-(difluoromethyl)-4-methyl-[2,4'-bipyridin]-5-yl)oxy)-2,4-dimethylpentan-amine